S1C(=C(C=C1)C(=O)O)C(=O)O.[Na] sodium thiophenedicarboxylic acid